methanesulfonic acid (Z)-4-chloro-1-(3-chloro-5-fluoro-phenoxymethyl)-but-3-enyl ester Cl\C=C/CC(COC1=CC(=CC(=C1)F)Cl)OS(=O)(=O)C